5-(2-(((3R,4R)-1-acetyl-3-fluoropiperidin-4-yl)amino)-2-oxoacetyl)-N-(4-fluoro-3-methylphenyl)-1,2,4-trimethyl-1H-pyrrole-3-carboxamide C(C)(=O)N1C[C@H]([C@@H](CC1)NC(C(=O)C1=C(C(=C(N1C)C)C(=O)NC1=CC(=C(C=C1)F)C)C)=O)F